C(C)(C)(C)OC(=O)N1C(C[C@H](C1)CCCN)(C)C.COC1=C(N)C=CC(=C1)N1CCC(CC1)N1CCN(CC1)C 2-methoxy-4-(4-(4-methylpiperazine-1-yl)piperidine-1-yl)aniline tert-butyl-(4R)-4-(3-aminopropyl)-2,2-dimethyl-pyrrolidine-1-carboxylate